[Na].OC[C@@H](O)COP(=O)(O)OCCN sn-glycero-3-phosphoethanolamine, sodium salt